2,3-dimethoxy-5-cyanopyridine COC1=NC=C(C=C1OC)C#N